ClC1=C(C=CC=C1NC(=O)C=1N(C2=C(CN(CC2)C)N1)C)C1=C(C(=CC=C1)C(=O)C1=NOC2=C1C=CC(=C2)C=O)C N-(2-chloro-3'-(6-formylbenzo[d]isoxazole-3-carbonyl)-2'-methyl-[1,1'-biphenyl]-3-yl)-1,5-dimethyl-4,5,6,7-tetrahydro-1H-imidazo[4,5-c]pyridine-2-carboxamide